CC1=C(NC(=C1)C)\C=C\1/C(N(C2=CC(=CC=C12)C(=O)NCC#C)CC(=O)N(C)C)=O (Z)-3-((3,5-dimethyl-1H-pyrrol-2-yl)methylene)-1-(2-(dimethylamino)-2-oxoethyl)-2-oxo-N-(prop-2-yn-1-yl)indole-6-carboxamide